2-(3-Fluoro-4-methoxyphenyl)-6-(1'-isobutyl-[1,4'-bipiperidin]-4-yl)-1,4-dimethyl-1H-benzo[d]imidazol FC=1C=C(C=CC1OC)C1=NC2=C(N1C)C=C(C=C2C)C2CCN(CC2)C2CCN(CC2)CC(C)C